[(2S)-2-[3-bromo-5-(bromomethyl)-4-iodo-pyrazol-1-yl]propoxy]-tert-butyl-dimethyl-silane BrC1=NN(C(=C1I)CBr)[C@H](CO[Si](C)(C)C(C)(C)C)C